N'-(5-bromopyrazin-2(1H)-ylidene)-2-(6-cyclopropylimidazo[1,2-a]pyridin-2-yl)acethydrazide BrC=1N=CC(NC1)=NNC(CC=1N=C2N(C=C(C=C2)C2CC2)C1)=O